[K+].C(CCCCCCCCC)C(C(=O)[O-])(C(=O)[O-])CCCCCCCCCCCC.[K+] 2-decyl-2-dodecylmalonic acid potassium salt